Cl\C(=C/[C@@H]1C([C@@H]1C(=O)OCC1=C(C(=C(C(=C1F)F)COC)F)Br)(C)C)\C(F)(F)F 2-bromo-4-methoxymethyl-3,5,6-trifluorobenzyl (1R)-cis-3-[(Z)-2-chloro-3,3,3-trifluoro-1-propenyl]-2,2-dimethylcyclopropanecarboxylate